4,4'''-dibromo-p-quaterphenyl BrC1=CC=C(C=C1)C1=CC=C(C=C1)C1=CC=C(C=C1)C1=CC=C(C=C1)Br